N1=C(C=CC=C1)CC 1-(pyridin-2-yl)ethan